COC1=CC=C(C=C1)C1C2=CC=CC=C2OC=2C=CC(=CC12)C 9-(4-methoxyphenyl)-2-methyl-9H-xanthene